2,6-dichloropyrimidine-4-carboxylic acid ClC1=NC(=CC(=N1)C(=O)O)Cl